O=S1(CCN(CC1)C(=O)C1=C(C=C(C=C1)[N+](=O)[O-])N1CCOCC1)=O (1,1-dioxo-1,4-thiazinan-4-yl)-(2-morpholin-4-yl-4-nitrophenyl)methanone